1-(1-methylethyl)-3-[({5-[5-(trifluoromethyl)-1,2,4-oxadiazol-3-yl]pyridin-2-yl}methyl)amino]pyrrolidin-2-one CC(C)N1C(C(CC1)NCC1=NC=C(C=C1)C1=NOC(=N1)C(F)(F)F)=O